C(CCCCCCC)C=C(C(=O)[O-])C#N n-octylcyanoacrylate